N-(8-((2,6-dimethylbenzyl)amino)-2,3-dimethylimidazo[1,2-a]pyridin-6-yl)-2-methoxyacetamide CC1=C(CNC=2C=3N(C=C(C2)NC(COC)=O)C(=C(N3)C)C)C(=CC=C1)C